ClC=1C(=CC=C2N=CC(=NC12)C=1C=NN(C1)CC1CCC(CC1)SC)OC=1C=CC2=C(NC(=N2)C)C1 8-chloro-7-((2-methyl-1H-benzo[d]imidazol-6-yl)oxy)-2-(1-((4-(methylsulfanyl)cyclohexyl)methyl)-1H-pyrazol-4-yl)quinoxaline